tetramethyl (((((2-hydroxyethyl) azanediyl)bis(methylene))bis(4,1-phenylene))bis(ethane-2,1-diyl))bis(phosphonate) OCCN(CC1=CC=C(C=C1)CCP(OC)(OC)=O)CC1=CC=C(C=C1)CCP(OC)(OC)=O